4-[1-(2,2-dimethylpropionyl)-5-[4-fluoro-2-(2-hydroxyethoxy)phenyl]-6-isopropyl-pyrrolo[2,3-f]indazol-7-yl]-3-hydroxy-benzoic acid methyl ester COC(C1=CC(=C(C=C1)C1=C(N(C=2C=C3C=NN(C3=CC21)C(C(C)(C)C)=O)C2=C(C=C(C=C2)F)OCCO)C(C)C)O)=O